β-methyl-β-methylstyrene CC(=CC1=CC=CC=C1)C